1-((1r,2r)-6,7-difluoro-2-hydroxy-4,4-dimethyl-1,2,3,4-tetrahydronaphthalen-1-yl)-3-(5-methyl-6-(6-methylpyridazin-4-yl)-2-phenylpyridin-3-yl)urea FC=1C=C2C(C[C@H]([C@@H](C2=CC1F)NC(=O)NC=1C(=NC(=C(C1)C)C1=CN=NC(=C1)C)C1=CC=CC=C1)O)(C)C